1,2,3,7-tetrahydro-4H-azepin-4-one N1CCC(C=CC1)=O